diethoxyethoxyethane C(C)OC(COCC)OCC